ClC1=CC=C(C(=N1)C(=O)O)N[C@H](C)C1=C2N=C(C(=NC2=CC(=C1)C)C#N)N1CC(OCC1)CF 6-chloro-3-(((1R)-1-(2-cyano-3-(2-(fluoromethyl)morpholino)-7-methylquinoxalin-5-yl)ethyl)amino)picolinic acid